C1(CCC1)CC[C@@H]1C=C(CN1)C=1C(=C(C(=CC1)O)N1CC(NS1(=O)=O)=O)F (R)-5-(3-(5-(2-cyclobutylethyl)-2,5-dihydro-1H-pyrrol-3-yl)-2-fluoro-6-hydroxyphenyl)-1,2,5-thiadiazolidin-3-one 1,1-dioxide